2-(1-methoxy)propyl acetate CC(COC)OC(=O)C